2-octyl-dodecyl N-lauroyl-L-glutamate C(CCCCCCCCCCC)(=O)N[C@@H](CCC(=O)[O-])C(=O)OCC(CCCCCCCCCC)CCCCCCCC